1-pyridin-2-yl-5,8-dithien-2-yl-2-oxa-bicyclo[2.2.2]octane-4-carboxamide N1=C(C=CC=C1)C12OCC(C(C1)C=1SC=CC1)(C(C2)C=2SC=CC2)C(=O)N